C(CCCCCCCCCCCCCCCCC)OC(C=1C(C(=O)OCCCCCCCCCCCCCCCCCC)=CC=CC1)=O.C(C=1C(C(=O)O)=CC=CC1)(=O)O phthalic acid di-n-octadecyl-phthalate